CN[Si](O[Si](C)(C)C)(O[Si](C)(C)C)O[Si](C)(C)C 3-methylamino-3-(trimethylsilyloxy)-1,1,1,5,5,5-hexamethyltrisiloxane